CN1C(=CC(C2=CC=CC=C12)=O)C1=CC=C(C=C1)OCCCN1CCCCC1 1-methyl-2-(4-(3-(piperidin-1-yl)propoxy)phenyl)quinolin-4(1H)-one